C(C)(C)(C)OC(=O)N(CCCC1=C(OC2=C(C=CC(=C2)C)S(=O)(=O)N2[C@@H](CCC2)C(=O)O)C=CC=C1)C1CCC(CC1)(F)F ((2-(2-(3-((tert-butoxycarbonyl)(4,4-difluorocyclohexyl)amino)propyl)phenoxy)-4-methylphenyl)sulfonyl)-L-proline